2-chloro-N-(3-(cyclohex-3-ene-1-carboxamido)-2,4-difluorophenyl)-5-((1R,3R)-2,2-dichloro-3-(4-fluoro-3-(trifluoromethyl)phenyl)cyclopropane-1-carboxamido)benzamide ClC1=C(C(=O)NC2=C(C(=C(C=C2)F)NC(=O)C2CC=CCC2)F)C=C(C=C1)NC(=O)[C@@H]1C([C@H]1C1=CC(=C(C=C1)F)C(F)(F)F)(Cl)Cl